1,2-Bis(4-(Pyridin-4-Yl)Phenyl)acetylene N1=CC=C(C=C1)C1=CC=C(C=C1)C#CC1=CC=C(C=C1)C1=CC=NC=C1